N1(N=NC=C1)C1=CC=C(C(=O)N2[C@@H](CC[C@@H]2C2=C(C=CC=C2)Cl)C(=O)O)C=C1 (2S,5R)-1-(4-(1H-1,2,3-triazol-1-yl)benzoyl)-5-(2-chlorophenyl)pyrrolidine-2-carboxylic acid